(4-chloro-1,3-dihydroisobenzofuran-1-yl)methylamine ClC1=C2COC(C2=CC=C1)CN